BrC=1C=C(C(=NC1)[N+](=O)[O-])NC(C(C(=O)OCC)O)C ethyl 3-((5-bromo-2-nitropyridin-3-yl) amino)-2-hydroxybutyrate